4-formyl-6-methyl-7-oxo-1-toluenesulfonyl-6,7-dihydro-1H-pyrrolo[2,3-c]pyridine-2-carboxylic acid ethyl ester C(C)OC(=O)C1=CC2=C(C(N(C=C2C=O)C)=O)N1S(=O)(=O)CC1=CC=CC=C1